6-Bromo-4-methyl-4-(trifluoromethyl)-3,4-dihydroisoquinolin-1(2H)-one BrC=1C=C2C(CNC(C2=CC1)=O)(C(F)(F)F)C